C(C)(=O)OCCN 2-Aminoethyl acetate